C1(C=CCCC1)B1OC(CN(CC(O1)=O)C)=O 2-(Cyclohex-2-en-1-yl)-6-methyl-1,3,6,2-dioxazaborocan-4,8-dione